C(C)(=O)[Rh] acetyl-rhodium